3-[1-(2-Chlorobenzoyl)-5-{[(5-chlorothiophen-2-yl)methyl]amino}-1H-pyrazol-3-yl]-N,N-dimethylpyrrolidin-1-sulfonamid ClC1=C(C(=O)N2N=C(C=C2NCC=2SC(=CC2)Cl)C2CN(CC2)S(=O)(=O)N(C)C)C=CC=C1